CN1N=NC(=C1C=1C=C2C(=NC1)C1=C(N2C(C2CCOCC2)C2=CC=CC=C2)C(=NN1C)N(C(C)=O)S(=O)(=O)C)C N-(6-(1,4-dimethyl-1H-1,2,3-triazol-5-yl)-1-methyl-4-(phenyl-(tetrahydro-2H-pyran-4-yl)methyl)-1,4-dihydropyrazolo[3',4':4,5]Pyrrolo[3,2-b]Pyridin-3-yl)N-(methylsulfonyl)acetamide